ClC=1C=C(C=CC1F)N(S(=O)(=O)CCN1CCN(CC1)C1COC1)CC1=C(C=C(C=C1)C(=O)NN)F N-(3-chloro-4-fluorophenyl)-N-(2-fluoro-4-(hydrazinecarbonyl)benzyl)-2-(4-(oxetan-3-yl)piperazin-1-yl)ethane-1-sulfonamide